2-isopentyl-adenine C(CC(C)C)C1=NC(=C2NC=NC2=N1)N